FC(C1=C(C=CC=C1)B(O)O)(F)F [2-(trifluoromethyl)-phenyl]boronic acid